N-cyclopropyl-5-((4-(4-methyl-2-(methylamino)thiazol-5-yl)pyrimidin-2-yl)amino)-1H-indole-2-carboxamide C1(CC1)NC(=O)C=1NC2=CC=C(C=C2C1)NC1=NC=CC(=N1)C1=C(N=C(S1)NC)C